2-{3-chloro-7H-pyrrolo[2,3-c]pyridazin-7-yl}-N,N-dimethylacetamide ClC1=CC2=C(N=N1)N(C=C2)CC(=O)N(C)C